FC([C@H]1CN(CC1)CC=1C(=C(C(=CC1)OC)S(=O)(=O)N)OC)F ([(3R)-3-(difluoromethyl)pyrrolidin-1-yl]methyl)-2,6-dimethoxybenzene-1-sulfonamide